hydroquinonemonobenzyl ether C=1(O)C(=CC(O)=CC1)C1=CC=CC=C1COCC1=CC=CC=C1C=1C(O)=CC=C(C1)O